ClC1=NC=C(C=C1NS(=O)(=O)C)C=1C=C2C(=C(C=NC2=CC1)C#N)N[C@H](CO)C1=CC=CC=C1 N-[2-chloro-5-[3-cyano-4-[[(1S)-2-hydroxy-1-phenyl-ethyl]amino]-6-quinolyl]-3-pyridyl]methanesulfonamide